C(CC)C(CC)(N)N propyl-propanediamine